(1R,3S)-5-[2-[(1R,3aS,7aS)-1-[(2R,3S)-3-(2-hydroxyethyl)heptan-2-yl]-7a-methyl-1,2,3,3a,4,5,6,7-octahydroinden-4-yl]ethyl]-4-methylcyclohex-4-ene-1,3-diol OCC[C@@H]([C@@H](C)[C@H]1CC[C@H]2C(CCC[C@]12C)CCC1=C([C@H](C[C@@H](C1)O)O)C)CCCC